(R)-3-((3-(4-amino-5,7,8,9-tetrahydro-6H-pyrimido[5,4-c]azepin-6-yl)phenyl)ethynyl)-3-hydroxy-1-methylpyrrolidin-2-one NC1=NC=NC2=C1CN(CCC2)C=2C=C(C=CC2)C#C[C@]2(C(N(CC2)C)=O)O